C(C)O[Si](O[Si](OCC)(OCC)CCCN(CC)CC)(OCC)CCCN(CC)CC 3,3'-(1,1,3,3-tetraethoxydisiloxane-1,3-diyl)bis(N,N-diethylpropan-1-amine)